C(#N)C1=CC=C(C=C1)C1=CC=C(C=C1)C1=CC(=CC2=C1N=C(O2)C2=CC=C(C=C2)C2=CC=CC=C2)C2=CC=C(C=C2)C2=CC=C(C=C2)C#N 4,6-bis(4'-cyano-biphenyl-4-yl)-2-(biphenyl-4-yl)-benzoxazole